F[B-](F)(F)F.CN1OCC2=C1C=C(C=C2)[N+](=O)[O-] 1-methyl-6-nitro-2,1-benzisoxazole tetrafluoroborate